(S)-N-(4-(3-((2S,6R)-2,6-dimethylmorpholino)phenyl)thiazol-2-yl)-1-(1-(methylsulfonyl)-1H-pyrrole-3-carbonyl)azetidine-2-carboxamide C[C@@H]1O[C@@H](CN(C1)C=1C=C(C=CC1)C=1N=C(SC1)NC(=O)[C@H]1N(CC1)C(=O)C1=CN(C=C1)S(=O)(=O)C)C